1-(4-(2-(4-methoxyphenyl)propan-2-yl)thiazol-2-yl)-3-(1-(4-(piperazin-1-yl)phenyl)cyclopropyl)-urea COC1=CC=C(C=C1)C(C)(C)C=1N=C(SC1)NC(=O)NC1(CC1)C1=CC=C(C=C1)N1CCNCC1